2-amino-1H-pyrrolo[2,3-b]pyridine-3-carbonitrile NC1=C(C=2C(=NC=CC2)N1)C#N